OC1C(C(C(CC1)=O)C(CCCCCCC\C=C/CCCCCCCC)=O)=O 4-Hydroxy-2-oleoyl-1,3-cyclohexanedione